Cl[Pd-3]([P+](C1CCCC1)(C1=CC=CC=C1)C1=CC=CC=C1)([P+](C1=CC=CC=C1)(C1=CC=CC=C1)C1CCCC1)([Cl+]CCl)Cl dichloro-(chloromethylchloronio)-bis[cyclopentyl(diphenyl)phosphaniumyl]palladium(3-)